2-(6-(((1r,2r,3s,5s)-2-fluoro-1,5-dimethyl-8-azabicyclo[3.2.1]oct-3-yl)oxy)pyridazin-3-yl)-5-(1H-pyrazol-1-yl)phenol F[C@@H]1[C@]2(CC[C@@](C[C@@H]1OC1=CC=C(N=N1)C1=C(C=C(C=C1)N1N=CC=C1)O)(N2)C)C